4-((3-(3-cyano-1-cyclohexyl-1H-pyrazol-4-yl)-2-methoxyphenyl)amino)-6-(cyclopropanecarboxamido)pyridazine-3-carboxamide C(#N)C1=NN(C=C1C=1C(=C(C=CC1)NC1=C(N=NC(=C1)NC(=O)C1CC1)C(=O)N)OC)C1CCCCC1